C1(CC1)N1CC=C(C=C1)SCC1=CC=C(C=C1)OC 1-cyclopropyl-4-((4-methoxybenzyl)thio)pyridin